4-(4-aminobutoxy)-2-(2,6-dioxopiperidin-3-yl)isoindoline-1,3-dione NCCCCOC1=C2C(N(C(C2=CC=C1)=O)C1C(NC(CC1)=O)=O)=O